N=C1OC(=CN1CC1=C(C(=CC=C1)N)N)C 3-[(2-imino-5-methyl-2,3-dihydro-1,3-oxazol-3-yl)methyl]benzene-1,2-diamine